Cl.ClC=1C=C2CCC(C2=CC1)N1N=CC(=C1)N 1-(5-chloro-2,3-dihydro-1H-inden-1-yl)-1H-pyrazol-4-amine hydrochloride